NC=1SC(=CN1)C=1SC(=CN1)C#N 2-(2-aminothiazol-5-yl)thiazole-5-carbonitrile